1,8-dichloro-3-(5-(difluoromethyl)-1,3,4-thiadiazol-2-yl)-N-(3-methyloxetane-3-yl)-N-((2-(trimethylsilyl)ethoxy)methyl)imidazo[1,5-a]pyridine-6-sulfonamide ClC=1N=C(N2C1C(=CC(=C2)S(=O)(=O)N(COCC[Si](C)(C)C)C2(COC2)C)Cl)C=2SC(=NN2)C(F)F